C(C)(=O)OCCCCCCCCOC(C)=O 1,8-Diacetoxyoctane